[K].N1=C(C=CC=C1)O pyridinol potassium salt